[Br-].C(C)S(=O)(=O)C=1C(=NC=C(C(=O)NOCCSC)C1)N1NC=2C(=CC1C)N=C(N2)C(C(F)(F)F)(F)F 5-ethylsulfonyl-N-(2-methylthioethoxy)-6-(6-(pentafluoroethyl)-3-methyl-3H-imidazo[4,5-c]pyridazin-2-yl)nicotinamide bromide